5-(4-fluorophenyl)-6-isopropyl-1H-pyrazolo[4,3-g]quinoline FC1=CC=C(C=C1)C1=C(C=NC2=CC3=C(C=C12)C=NN3)C(C)C